C(#C)C1=C(C=C(C=C1)F)F 1-ethynyl-2,4-difluorobenzene